C(N)(=N)C=1C=C(SC1)CNC(=O)[C@H]1N(CC2(OCCO2)C1)C(CNC(=O)C1=CC=C(C=C1)C1=CC=C(C=C1)F)=O (S)-N-((4-carbamimidoylthiophen-2-yl)methyl)-7-((4'-fluoro-[1,1'-biphenyl]-4-carbonyl)glycyl)-1,4-dioxa-7-azaspiro[4.4]nonane-8-carboxamide